3-(2-methoxyethyl)-1-(3-morpholinopropyl)-6-nitroquinazoline-2,4(1H,3H)-dione COCCN1C(N(C2=CC=C(C=C2C1=O)[N+](=O)[O-])CCCN1CCOCC1)=O